OC[C@H]1OCCN(C1)C=1OC2=C(C=C(C=C2C(C1)=O)C(=O)N(C)C)C=C (S)-2-(2-(hydroxymethyl)morpholino)-N,N-dimethyl-4-oxo-8-vinyl-4H-chromene-6-carboxamide